BrC1=CN(C2=CN=C(C=C21)Cl)C(=O)OC(C)(C)C tert-butyl 3-bromo-5-chloro-1H-pyrrolo[2,3-c]pyridine-1-carboxylate